1-(5-cyclopropyl-6-methylpyridin-2-yl)ethan-1-ol C1(CC1)C=1C=CC(=NC1C)C(C)O